FC(C(=O)O)(F)F.CC=1N=C(NC1C)C1=NC=CC(=C1)C=1C=NC=C(C1)C(=O)N[C@@H](C)C1=CC=CC=C1 2'-(4,5-Dimethyl-1H-imidazol-2-yl)-N-[(1S)-1-phenylethyl]-3,4'-bipyridine-5-carboxamide trifluoroacetate salt